ClC1=CC(=CC(=N1)\C=N\O)C(F)(F)F (E)-6-chloro-4-(trifluoromethyl)pyridineformaldoxime